C(=O)O.CN(C)CC1=C(CNC=2C=NC=CC2C(=O)O)C=CC=C1 3-({2-[(dimethylamino)methyl]benzyl}amino)pyridine-4-carboxylic acid, formic acid salt